methyl 2-[3-(3-fluoroazetidin-1-yl)-5-methoxy-phenyl]-2-methoxyacetate FC1CN(C1)C=1C=C(C=C(C1)OC)C(C(=O)OC)OC